(S)-1-(1-acryloylpyrrolidin-3-yl)-4-amino-3-((2,6-difluoro-3,5-dimethoxyphenyl)ethynyl)-N-isopropyl-1H-pyrazolo[4,3-c]pyridine-7-carboxamide C(C=C)(=O)N1C[C@H](CC1)N1N=C(C=2C(=NC=C(C21)C(=O)NC(C)C)N)C#CC2=C(C(=CC(=C2F)OC)OC)F